C1(CCCC1)N1N=C(N=C1C1=NC=CC=C1C(F)(F)F)C(=O)OCC ethyl 1-cyclopentyl-5-(3-(trifluoromethyl)pyridin-2-yl)-1H-1,2,4-triazole-3-carboxylate